CC(CC(CN)N)(C)C 4,4-dimethylpentane-1,2-diamine